FC=1C=C2C(=CN(C(C2=CC1OC)=O)C1=C2C=CNC2=CC=C1)C(=O)N1CCCCC1 6-fluoro-2-(1H-indol-4-yl)-7-methoxy-4-(piperidine-1-carbonyl)isoquinolin-1(2H)-one